5-Bromo-6-fluoro-3-methoxypyridin-2-amine BrC=1C=C(C(=NC1F)N)OC